C(=C)OCCOCCOCCOCCO tetraethyleneglycol vinyl ether